tri(vinyldimethylsilyl) phosphate P(=O)(O[Si](C)(C)C=C)(O[Si](C)(C)C=C)O[Si](C)(C)C=C